C(CCCCCCC\C=C/C\C=C/C\C=C/CC)(=O)OCC(COC(CCC(OCCCCCCCC)OCCCCCCCC)=O)CO 3-((4,4-bis(octyloxy)butanoyl)oxy)-2-(hydroxymethyl)propyl (9Z,12Z,15Z)-octadeca-9,12,15-trienoate